FC1=CC=CC=2C(=N[C@@H](C(NC21)=O)NC(=O)C=2C(=NN1C2O[C@@H](CC1)C)C=1C=NC(=CC1)N1CC(C1)OC)C1=CC=CC=C1 (5R)-N-[(3S)-9-fluoro-2-oxo-5-phenyl-1,3-dihydro-1,4-benzodiazepin-3-yl]-2-[6-(3-methoxyazetidin-1-yl)pyridin-3-yl]-5-methyl-6,7-dihydro-5H-pyrazolo[5,1-b][1,3]oxazine-3-carboxamide